C(C)(C)C1=C2C=C(N=CC2=C(C=C1)N1[C@H]([C@@H](C1)C=1OC=NN1)C)NC1=NC(=NC=C1)N1C[C@H]([C@@H](CC1)OC)O (3R,4R)-1-(4-((5-isopropyl-8-((2S,3R)-2-methyl-3-(1,3,4-oxadiazol-2-yl)azetidin-1-yl)isoquinolin-3-yl)amino)pyrimidin-2-yl)-4-methoxypiperidin-3-ol